(Fluoro)-2-phenylquinoline FC=1C(=NC2=CC=CC=C2C1)C1=CC=CC=C1